C(#N)C12CCC(CC1)(CC2)NC(C2=C(C=C(C=C2)OC(F)(F)F)S(=O)(=O)C)=O N-(4-cyanobicyclo[2.2.2]oct-1-yl)-2-(methylsulfonyl)-4-(trifluoromethoxy)benzamide